OCC(C)(C)NC1=NC(=C(C(=O)NC2=CC(=C(C=C2)C)C2=NC=CC=C2)C=C1)N1CCC2(CC2)CC1 6-((1-hydroxy-2-methylpropan-2-yl)amino)-N-(4-methyl-3-(pyridin-2-yl)phenyl)-2-(6-azaspiro[2.5]octan-6-yl)nicotinamide